NC=1C=C(C=CC1)O 3-amino-hydroxybenzene